1,4-difluorobutane FCCCCF